5-chloro-1-(4-fluoro-2-methylphenyl)-3-(6-methoxy-2-methylpyridin-3-yl)-2,3-dihydroquinazolin-4(1H)-one ClC1=C2C(N(CN(C2=CC=C1)C1=C(C=C(C=C1)F)C)C=1C(=NC(=CC1)OC)C)=O